2,6-Dimethyl-5-heptene-1-aldehyde CC(C=O)CCC=C(C)C